CC1(C=2C=CC(=CC2C(CC1)(C)C)SC=1C=C(C=CC1)CC(=O)O)C 2-{3-[(5,5,8,8-tetramethyl-5,6,7,8-tetrahydronaphthalen-2-yl)sulfanyl]phenyl}acetic acid